4-(8-methyl-2-methylsulfonyl-7-oxo-pyrido[2,3-d]pyrimidin-6-yl)-3-oxo-piperazine-1-carboxylic acid tert-butyl ester C(C)(C)(C)OC(=O)N1CC(N(CC1)C1=CC2=C(N=C(N=C2)S(=O)(=O)C)N(C1=O)C)=O